N(=C=O)CC=1SC(=CC1)CN=C=O 2,5-diisocyanatomethylthiophene